C1=CC=CC=2C3=CC=CC=C3C(C12)COC(=O)N[C@@H](CCCCN(CC(F)(F)F)C(=O)OC(C)(C)C)C(=O)O N2-(((9H-fluoren-9-yl)methoxy)carbonyl)-N6-(tert-butoxycarbonyl)-N6-(2,2,2-trifluoroethyl)-L-lysine